O=C1NC(CCC1N1C(C2=CC=CC(=C2C1=O)OCCOCCOCCOCCOCCOCCOC=1C=C(C=CC1)CC(=O)NC=1SC(=C(N1)C=1C=C2CCN(C2=CC1)C(C1=C(C=CC=C1)C)=O)C)=O)=O 2-(3-((17-((2-(2,6-dioxopiperidin-3-yl)-1,3-dioxoisoindolin-4-yl)oxy)-3,6,9,12,15-pentaoxaheptadecyl)oxy)phenyl)-N-(5-methyl-4-(1-(2-methylbenzoyl)indolin-5-yl)thiazol-2-yl)acetamide